C(#N)C1=C(C=C(C=C1)C1CCC(CC1)OC[C@@H]1N[C@@H](C[C@@H]1N(S(=O)(=O)C)CC1=CC=C(C=C1)OC)C)O N-((2R,3S,5R)-2-(((4-(4-cyano-3-hydroxyphenyl)cyclohexyl)oxy)methyl)-5-methylpyrrolidin-3-yl)-N-(4-methoxybenzyl)methanesulfonamide